(3-cyano-4-(cyclopropylmethoxy)phenyl)-N,N,4-trimethylthiazole-5-carboxamide C(#N)C=1C=C(C=CC1OCC1CC1)C=1SC(=C(N1)C)C(=O)N(C)C